(2-(4-((tert-Butoxycarbonyl)amino)-3-fluorophenyl)thiazole-4-carbonyl)serine chromium methacrylate tetra-chloride [Cl-].[Cl-].[Cl-].[Cl-].C(C(=C)C)(=O)[O-].[Cr+5].C(C)(C)(C)OC(=O)NC1=C(C=C(C=C1)C=1SC=C(N1)C(=O)N[C@@H](CO)C(=O)O)F